(R)-4-cyclopropyl-6-(4,4-difluoroazepan-1-yl)-2-methyl-N-(2-(S-methylsulfonimidoyl)pyridin-4-yl)-3-(trifluoromethyl)benzamide C1(CC1)C1=C(C(=C(C(=O)NC2=CC(=NC=C2)[S@@](=O)(=N)C)C(=C1)N1CCC(CCC1)(F)F)C)C(F)(F)F